2-(6-chloro-benzothiazol-2-ylamino)-1-methyl-1H-benzoimidazole-5-carboxylic acid [2-(2-hydroxy-ethylsulfanyl)-ethyl]-amide OCCSCCNC(=O)C1=CC2=C(N(C(=N2)NC=2SC3=C(N2)C=CC(=C3)Cl)C)C=C1